6-(3-fluorophenyl)pyrazolo[1,5-a]pyridine FC=1C=C(C=CC1)C=1C=CC=2N(C1)N=CC2